O1CCN(CC1)C1=C2C=C(NC2=NC=N1)C1=CC=C(C=C1)NC(=O)C1=NC=CC(=C1)CN1C[C@](CCC1)(C)N N-[p-(4-morpholino-1H-1,5,7-triazainden-2-yl)phenyl]-4-{[(R)-3-amino-3-methyl-1-piperidyl]methyl}-2-pyridinecarboxamide